C(C)(C)(C)N(C(O)=O)C1CCC(CC1)(O)C(C)(F)F.BrC1=C(C=C(C=C1)Br)S(=O)(=O)NCCNS(=O)(=O)C1=CC=C(C=C1)OC(F)(F)F 2,5-dibromo-N-(2-((4-(trifluoromethoxy)phenyl)sulfonamido)ethyl)benzenesulfonamide tert-butyl-(4-(1,1-difluoroethyl)-4-hydroxycyclohexyl)carbamate